Tetramethylammonium (S)-3-cyclopropyl-2-(2-((S)-1-(2,3-difluorobenzyl)-5-oxopyrrolidin-2-yl)acetamido)propanoate C1(CC1)C[C@@H](C(=O)[O-])NC(C[C@H]1N(C(CC1)=O)CC1=C(C(=CC=C1)F)F)=O.C[N+](C)(C)C